benzo[b]naphtho[2,3-d]furan-2-amine C1=C(C=CC=2OC3=C(C21)C=C2C=CC=CC2=C3)N